FC1=C(C(=CC=C1)F)C=1N=C(N2C1[C@H](N(CC2)C(=O)C2=CC=C(C=C2)F)C)C2=NC(=NS2)C (R)-(1-(2,6-Difluorophenyl)-8-methyl-3-(3-methyl-1,2,4-thiadiazol-5-yl)-5,6-dihydroimidazo[1,5-a]pyrazine-7(8H)-yl)(4-fluorophenyl)methanone